Racemic-17-amino-13-isopropyl-6,15-bis(trifluoromethyl)-19-oxa-3,4,13,18-tetrazatricyclo[12.3.1.12,5]nonadeca-1(18),2,4,14,16-pentaen-6-ol NC1=CC(=C2N(CCCCCC[C@](C3=NN=C(C1=N2)O3)(O)C(F)(F)F)C(C)C)C(F)(F)F |r|